Ethyl 5-(2-fluorobenzyl)-3-((isoquinoline-1-carboxamido)methyl)-4,5-dihydroisoxazole-5-carboxylate FC1=C(CC2(CC(=NO2)CNC(=O)C2=NC=CC3=CC=CC=C23)C(=O)OCC)C=CC=C1